(R)-6-(3-(2,3-difluorophenyl)isoxazolidin-2-yl)-N-(2-methoxy-4-(4-(4-methylpiperazine-1-yl)piperidin-1-yl)phenyl)pyrimidin-4-amine FC1=C(C=CC=C1F)[C@@H]1N(OCC1)C1=CC(=NC=N1)NC1=C(C=C(C=C1)N1CCC(CC1)N1CCN(CC1)C)OC